tert-butyl 3-(2-(methoxymethoxy)phenyl)-5,7,8,9-tetrahydro-6H-pyrido[3',4':4,5]pyrrolo[2,3-c]pyridazine-6-carboxylate COCOC1=C(C=CC=C1)C1=CC2=C(N=N1)NC1=C2CN(CC1)C(=O)OC(C)(C)C